(2-fluoro-4-(morpholinosulfophenyl)phenyl)boronic acid FC1=C(C=CC(=C1)C1=C(C(=CC=C1)N1CCOCC1)S(=O)(=O)O)B(O)O